The molecule is a triol. It has a role as a buffer. It is a conjugate acid of a member of tris. C(C(CO)(CO)[NH3+])O